FC=1C=CC(=C(C1)CC(=O)OC(C)(C)C)NC(C1=CC(=C(C=C1)N1CC2(C1)CCC2)[N+](=O)[O-])=O tert-butyl 2-(5-fluoro-2-(3-nitro-4-(2-azaspiro[3.3]heptan-2-yl)benzamido) phenyl)acetate